C[C@H](CCCC(C)C)[C@H]1CC[C@@H]2[C@@]1(CCC3=C2CC[C@@H]4[C@@]3(CC[C@@H](C4)O)C)C The molecule is a cholestanoid that is 5alpha-cholestane substituted by a beta-hydroxy group at position 3. It has a role as a human metabolite and a mouse metabolite. It is a 3beta-sterol and a cholestanoid. It derives from a hydride of a 5alpha-cholestane.